4-((2-hydroxyethyl)sulfonamido)-2-(6-azaspiro[2.5]octan-6-yl)benzamide OCCS(=O)(=O)NC1=CC(=C(C(=O)N)C=C1)N1CCC2(CC2)CC1